[4-(3-tert-butyl-1,2,4-triazol-1-yl)-3-methyl-phenyl]-[4-(5-methyloxazolo[4,5-b]pyridin-2-yl)piperazin-1-yl]methanone C(C)(C)(C)C1=NN(C=N1)C1=C(C=C(C=C1)C(=O)N1CCN(CC1)C=1OC=2C(=NC(=CC2)C)N1)C